NC(=O)CNC(OC[C@@H](CC1=CC=C(C=C1)[N+](=O)[O-])N)=O (2R)-2-amino-3-(4-nitrophenyl)propyl (aminocarbonyl)methylcarbamate